7-bromo-6-chloro-8-fluoro-4-hydroxy-1-(2-isopropyl-4-methylpyridin-3-yl)-2-oxo-1,2-dihydroquinoline-3-carbonitrile BrC1=C(C=C2C(=C(C(N(C2=C1F)C=1C(=NC=CC1C)C(C)C)=O)C#N)O)Cl